(R)-N-(1-hydroxy-3-methyl-2-butyl)-2-(1-((4-(trifluoromethoxy)phenoxy)imino)ethyl)thiazole-5-carboxamide OC[C@@H](C(C)C)NC(=O)C1=CN=C(S1)C(C)=NOC1=CC=C(C=C1)OC(F)(F)F